C(=O)(OC(C)(C)C)N1[C@@H](CCC1)CC(=O)O BOC-L-beta-homoproline